(7-(naphthalen-2-yl)-1h-indol-3-yl)methanone C1=C(C=CC2=CC=CC=C12)C=1C=CC=C2C(=CNC12)C=O